Cl.N1C[C@H](CC1)NC(=O)C1=CN(CCS1)C=1C2=C(N=CN1)NC=C2 (S)-N-(pyrrolidin-3-yl)-4-(7H-pyrrolo[2,3-d]pyrimidin-4-yl)-3,4-dihydro-2H-1,4-thiazine-6-carboxamide hydrochloride